O=CCOC(NC)=O 2-oxoethyl(methyl)carbamate